C(C1=CC=CC=C1)C(C(=O)NC=1C=NC2=C(C=CC=C2C1C)F)(CC(=C)Cl)C 2-benzyl-4-chloro-N-(8-fluoro-4-methyl-3-quinolinyl)-2-methyl-pent-4-enamide